1-(1-acryloylazetidin-3-yl)-3-(4-(trifluoromethyl)phenyl)-1,3-dihydro-2H-benzo[d]imidazol-2-one C(C=C)(=O)N1CC(C1)N1C(N(C2=C1C=CC=C2)C2=CC=C(C=C2)C(F)(F)F)=O